1-(2-ethynylphenyl)-7-(trifluoromethyl)pyrido[2,3-d]pyrimidine-2,4(1H,3H)-dione C(#C)C1=C(C=CC=C1)N1C(NC(C2=C1N=C(C=C2)C(F)(F)F)=O)=O